(8R)-5-{6-[(3S,4S)-4-amino-3-methyl-2-oxa-8-azaspiro[4.5]decan-8-yl]-1H-pyrazolo[3,4-b]pyrazin-3-yl}-8-methyl-5,6,7,8-tetrahydro-1,5-naphthyridine-2-carboxamide N[C@@H]1[C@@H](OCC12CCN(CC2)C2=CN=C1C(=N2)NN=C1N1C=2C=CC(=NC2[C@@H](CC1)C)C(=O)N)C